2-hydroxypropyl acrylate C(C=C)(=O)OCC(C)O